FC=1C=C(CNC=2C=CC(=C(C(=O)NCC(C)C)C2)N2CCOCC2)C=CC1OC 5-((3-fluoro-4-methoxybenzyl)amino)-N-isobutyl-2-morpholinobenzamide